C(C=C)OCC1OC(OC1)CCCCCC 4-(allyloxymethyl)-2-hexyl-1,3-dioxolane